p-menthanediamine CC1(CCC(CC1)C(C)(C)N)N